silicon sodium salt [Na].[Si]